Cl.N1CCC(CC1)OC=1C2=C(N=CN1)C=CS2 4-(piperidin-4-yloxy)thieno[3,2-d]pyrimidine hydrochloride